C(C)(=O)C=1C(=NC(=CC1)N1C=NC2=C1C=CC(=C2)NC2=NOC=C2)N2N=C(C=C2C)C#N 1-[3-acetyl-6-[5-(isoxazol-3-ylamino)benzimidazol-1-yl]-2-pyridinyl]-5-methyl-pyrazole-3-carbonitrile